NC=1N=C(SC1C(=O)C1=NC(=NO1)C1CCCC1)N(C1=CC=C(C=C1)F)C(C(=O)N)C (N-[4-amino-5-(3-cyclopentyl-1,2,4-oxadiazole-5-carbonyl)thiazol-2-yl]-4-fluoro-anilino)propanamide